4-((1-methoxypropan-2-yl)oxy)-2-methylbenzoyl chloride COCC(C)OC1=CC(=C(C(=O)Cl)C=C1)C